tert-Butyl 3-[[3-(5-piperazin-1-ylpyrazolo[1,5-a]pyrimidin-3-yl)-2-pyridyl]oxy]azetidine-1-carboxylate N1(CCNCC1)C1=NC=2N(C=C1)N=CC2C=2C(=NC=CC2)OC2CN(C2)C(=O)OC(C)(C)C